N-[(3S,4S)-1-methyl-3-methyl-4-piperidyl]-6-{3-[6-(N-methylcarbamoyl)-4-methoxy-3-pyridylamino]-1-propynyl}-1-(2,2,2-trifluoroethyl)-1H-1,3-benzimidazole-4-carboxamide CN1C[C@@H]([C@H](CC1)NC(=O)C1=CC(=CC=2N(C=NC21)CC(F)(F)F)C#CCNC=2C=NC(=CC2OC)C(NC)=O)C